(2,2-dicyanovinyl)benzene C(#N)C(=CC1=CC=CC=C1)C#N